C1(CC1)C1=CC(=NN1)NC(N(C)C=1C=C(C=CC1)C1=CC=CC=C1)=O 3'-(3-(5-cyclopropyl-1H-pyrazol-3-yl)-1-methylureido)-[1,1'-biphenyl]